FC1=C(C=C(C(=C1)C)C=1C=NC(=C(C1)N1CCOCC1)C#CC(C)(C)O)NC(C1=CC(=NC=C1)C(F)(F)F)=O N-(2-fluoro-5-(6-(3-hydroxy-3-methylbut-1-yn-1-yl)-5-morpholinopyridin-3-yl)-4-methylphenyl)-2-(trifluoromethyl)isonicotinamide